ClC1=CC=C2[C@@]3(C(NC2=C1)=O)C1(N[C@H]([C@@H]3C3=C(C(=CC=C3)Cl)F)C(=O)OCC)CCCCC1 Ethyl (3'R,4'S,5'R)-6''-chloro-4'-(3-chloro-2-fluorophenyl)-2''-oxo-1'',2''-dihydrodispiro[cyclohexane-1,2'-pyrrolidine-3',3''-indole]-5'-carboxylate